COC1=C(NC2=NSC3=C2C=CC=C3)C=CC=C1C1=CC3=C(OCCO3)C=C1 3-(2-Methoxy-3-(1,4-benzodioxan-6-yl)anilino)benzisothiazole